FC1=C(C=C(C(=C1)C)C1=NN2C(C=N1)=CC=C2)NC(=O)N2[C@@H]1C[C@@H](C[C@]2(C1)C=1OC(=NN1)C)C (1S,3S,5R)-N-(2-fluoro-4-methyl-5-pyrrolo[2,1-f][1,2,4]triazin-2-ylphenyl)-3-methyl-1-(5-methyl-1,3,4-oxadiazol-2-yl)-6-azabicyclo[3.1.1]heptane-6-carboxamide